C1C(CC2=CC=CC=C12)NC1=NC=C(C=N1)C1=NOC(=N1)CC(=O)O 2-(3-{2-[(2,3-dihydro-1H-inden-2-yl)amino]pyrimidin-5-yl}-1,2,4-oxadiazol-5-yl)acetic acid